2-(((S)-1-(4-(4-methylthiazol-5-yl)phenyl)ethyl)carbamoyl)pyrrolidin CC=1N=CSC1C1=CC=C(C=C1)[C@H](C)NC(=O)C1NCCC1